3-(4-bromo-2-chlorophenoxy)oxetane BrC1=CC(=C(OC2COC2)C=C1)Cl